silicon oxygen phosphine P.[O].[Si]